C(CCCCC)C(C(=O)O)CC.C(CCCCC)C(C(=O)O)CC.ClC=1C=C2C=CN(C2=CC1)C(C(C)O)C 3-(5-chloroindol-1-yl)butan-2-ol hexyl-butanoate (HEXYL-BUTYRATE)